ClC1=CC=2N(C=C1)C=NC2CNC(=O)C2=CN=NC(=C2)OCC=2N=C1N(C=C(C=C1)C1CC1)C2 N-((7-chloroimidazo[1,5-a]pyridin-1-yl)methyl)-6-((6-cyclopropylimidazo[1,2-a]pyridin-2-yl)methoxy)pyridazine-4-carboxamide